OC[C@H](C(C)C)NC(=O)C=1C=2C[C@H]3[C@@H](C2N(N1)C1=NC=CC(=C1)C#N)C3 (1aS,5aS)-2-(4-Cyano-pyridin-2-yl)-1a,2,5,5a-tetrahydro-1H-2,3-diaza-cyclopropa[a]pentalene-4-carboxylic acid ((S)-1-hydroxymethyl-2-methyl-propyl)-amide